CN(C/C=C/C(=O)NC=1C=C(C=CC1)C1CCN(CC1)C(=O)N([C@H]1CNCCC1)C1=NC=CC2=CC=CC(=C12)C)C (R,E)-4-(3-(4-(dimethylamino)but-2-enamido)phenyl)-N-(8-methylisoquinolin-1-yl)-N-(piperidin-3-yl)piperidine-1-carboxamide